8-(4,4-difluorocyclohex-1-en-1-yl)-N-(1-(oxazol-2-yl)ethyl)quinoline-3-carboxamide FC1(CC=C(CC1)C=1C=CC=C2C=C(C=NC12)C(=O)NC(C)C=1OC=CN1)F